tert-butyl 2-(2-(3-amino-4-(piperidin-1-yl)benzamido)-5-fluorophenyl)acetate NC=1C=C(C(=O)NC2=C(C=C(C=C2)F)CC(=O)OC(C)(C)C)C=CC1N1CCCCC1